NC1=CC(=CN=N1)C1=CC(=C2C=NNC2=C1)NCCOCCCCNCC=1C=C(C=C(C1)OC(F)(F)F)CCO 2-(3-(((4-(2-((6-(6-aminopyridazin-4-yl)-1H-indazol-4-yl)amino)ethoxy)butyl)amino)methyl)-5-(trifluoromethoxy)phenyl)ethanol